1-Methyl-5-oxopyrrolidin-3-yl (8-amino-7-fluoro-6-(8-methyl-2,3-dihydro-1H-pyrido[2,3-b][1,4]oxazin-7-yl)isoquinolin-3-yl)carbamate NC=1C(=C(C=C2C=C(N=CC12)NC(OC1CN(C(C1)=O)C)=O)C1=C(C2=C(OCCN2)N=C1)C)F